BrC=1C=C(C(=C(C(=O)O)C1)N[C@H]1[C@H](CCCC1)NC(=O)C1=CN=CC2=CC=CC=C12)[N+](=O)[O-] 5-bromo-2-(((1R,2S)-2-(isoquinoline-4-carboxamido)cyclohexyl)amino)-3-nitrobenzoic acid